1-((1r,4r)-4-(cyanomethyl)cyclohexyl)-6-(benzenesulfonyl)-1,6-dihydroimidazo[4,5-d]Pyrrolo[2,3-b]Pyridine-2-carboxylic acid ethyl ester C(C)OC(=O)C1=NC=2C(=C3C(=NC2)N(C=C3)S(=O)(=O)C3=CC=CC=C3)N1C1CCC(CC1)CC#N